N-((7-(((4-fluoroTetrahydro-2H-pyran-4-yl)methyl)amino)-6-nitrobenzo[d][1,3]dioxol-4-yl)sulfonyl)benzamide FC1(CCOCC1)CNC1=C(C=C(C2=C1OCO2)S(=O)(=O)NC(C2=CC=CC=C2)=O)[N+](=O)[O-]